ClC1=C(CNC(=O)[C@H]2N(C(CC2)=O)C(=O)NCCCCC)C=CC(=C1)Cl (S)-N2-(2,4-dichlorobenzyl)-5-oxo-N1-Pentylpyrrolidine-1,2-dicarboxamide